N-(5-Fluoro-2-pyridyl)-1,6,6-trimethyl-2-oxo-7,8-dihydro-5H-quinoline-3-carboxamide FC=1C=CC(=NC1)NC(=O)C=1C(N(C=2CCC(CC2C1)(C)C)C)=O